C(C1=CC=CC=C1)C1(CC(=NO1)COCC1=NC=C(N=C1)C)C(=O)OC Methyl 5-benzyl-3-(((5-methylpyrazin-2-yl)methoxy)methyl)-4,5-dihydroisoxazole-5-carboxylate